C(C)(C)C=1C(=NNC1C=1C=C(C=2N(C1)N=CN2)OC)C2=NC=C(N=C2)C2CCN(CC2)CCS(=O)(=O)C 6-(4-isopropyl-3-(5-(1-(2-(methylsulfonyl)ethyl)piperidin-4-yl)pyrazin-2-yl)-1H-pyrazol-5-yl)-8-methoxy-[1,2,4]triazolo[1,5-a]pyridine